5-chloro-8-iodo-[1,2,4]triazolo[4,3-c]pyrimidine ClC1=NC=C(C=2N1C=NN2)I